NC1=C(SC2=NC(=CC=C21)C)C(=O)NCCC=2C=C(C(=CC2)N2CCNCC2)C2=CC(=CC=C2)Cl 3-amino-N-(2-(3'-chloro-6-(piperazin-1-yl)-[1,1'-biphenyl]-3-yl)ethyl)-6-methylthieno[2,3-b]pyridine-2-carboxamide